(4S,5R)-5-[3-fluoro-5-(trifluoromethyl)phenyl]-N-(2-methoxybenzyl)-4-methyl-2-oxo-1,3-oxazolidine-3-carboxamide FC=1C=C(C=C(C1)C(F)(F)F)[C@@H]1[C@@H](N(C(O1)=O)C(=O)NCC1=C(C=CC=C1)OC)C